3-(6-bromo-7-(dimethylamino)-1-oxoisoindolin-2-yl)piperidine-2,6-dione BrC1=CC=C2CN(C(C2=C1N(C)C)=O)C1C(NC(CC1)=O)=O